5-aminobenzimidazolediamine NC1=C(C2=C(N=C(N2)N)C=C1)N